(2S)-N-(1-Cyano-2-(2,8-difluoro-6H-benzo[c]chromen-3-yl)ethyl)-1,4-oxazepane-2-carboxamide C(#N)C(CC1=C(C=C2C3=C(COC2=C1)C=C(C=C3)F)F)NC(=O)[C@H]3OCCCNC3